FC1=CC(=C(C=C1)C1=C2C=NN(C2=CC(=C1)C1CN(C1)[C@H](C(C)C)CCCN1CCC(CC1)OC)C)C(=O)N1[C@@H](COCC1)C 4-{4-fluoro-2-[(3R)-3-methylmorpholine-4-carbonyl]phenyl}-6-{1-[(3S)-6-(4-methoxypiperidin-1-yl)-2-methylhexane-3-yl]azetidin-3-yl}-1-methyl-1H-indazole